FC(COC=1C=CC=NC1)(F)F 5-(2,2,2-trifluoroethoxy)pyridin